ClC=1C(=C(C2=C(C=C(C(O2)C(F)(F)F)C(=O)OCC)C1)CC)C(C)(C)C ethyl 6-chloro-7-tert-butyl-8-ethyl-2-trifluoromethyl-2H-benzopyran-3-carboxylate